N-[4-(2-aminoethylamino)-4-oxo-butyl]-4-[[(3R,4R)-1-(2-cyanoacetyl)-4-methyl-3-piperidinyl]-methyl-amino]pyrrolo[2,3-d]pyrimidine-7-carboxamide hydrochloride Cl.NCCNC(CCCNC(=O)N1C=CC2=C1N=CN=C2N(C)[C@H]2CN(CC[C@H]2C)C(CC#N)=O)=O